bismyristoyl-propylamine C(CCCCCCCCCCCCC)(=O)N(CCC)C(CCCCCCCCCCCCC)=O